CN1N=C2N(C3=C(N(C2)C)C(=NC=C3)NC3=CC(=NC=C3C(CC([2H])([2H])[2H])=O)NC(=O)C3CC3)C1=O N-(4-((2,5-dimethyl-1-oxo-1,2,4,5-tetrahydropyrido[3,4-e][1,2,4]triazolo[4,3-a]pyrazin-6-yl)amino)-5-(propanoyl-3,3,3-d3)pyridin-2-yl)cyclopropanecarboxamide